[Na+].[Na+].P(=O)(O)(O)OC1=CC=C(C[C@H](N)C(=O)[O-])C=C1.P(=O)(O)(O)OC1=CC=C(C[C@H](N)C(=O)[O-])C=C1 phosphotyrosine disodium salt